[I-].C(CCC)OC(=O)OC(CC)[N+]1(CCC=C(C1)C1=NSN=C1OCCCCCC)C 1-(1-((butoxycarbonyl)oxy)propyl)-5-(4-(hexyloxy)-1,2,5-thiadiazol-3-yl)-1-methyl-1,2,3,6-tetrahydropyridin-1-ium iodide